3-methyl-1-(quinolin-7-yl)-1H-pyrazol CC1=NN(C=C1)C1=CC=C2C=CC=NC2=C1